FC(C(C)(C)O)(F)C=1C(=C(C=CC1)C(C)NC1=NC(=NC2=CC(=C(C=C12)OCCOC)OC1CN(C1)C(C)=O)C)F 1-(3-((4-((1-(3-(1,1-difluoro-2-hydroxy-2-methylpropyl)-2-fluorophenyl)ethaneyl)amino)-6-(2-methoxyethoxy)-2-methylquinazolin-7-yl)oxy)azetidin-1-yl)ethan-1-one